1-phenyl-((pyrrolidin-1-yl)methyl)-2-naphthol C1(=CC=CC=C1)C1=C(C(=CC2=CC=CC=C12)CN1CCCC1)O